C1(CC1)C1=C2C(=NN1C)C(=C(S2)C2=NC(=NC=C2F)NC2=NC=C(C=C2)N2CC1(C2)CN(C1)CC)C (3-cyclopropyl-2,6-dimethyl-2H-thieno[3,2-c]pyrazol-5-yl)-N-(5-(6-ethyl-2,6-diazaspiro[3.3]hept-2-yl)pyridin-2-yl)-5-fluoropyrimidin-2-amine